C(C)(=O)OC1=CC(=CC2=CC(=CC=C12)NC(C)=O)S(NC1(CC1)C)(=O)=O 6-acetamido-3-(N-(1-methylcyclopropyl)sulfamoyl)naphthalen-1-yl acetate